C(C)(=O)OC[C@@H](NC([C@@H](NC(C1=CC=CC=C1)=O)CC1=CC=C(C=C1)F)=O)CC1=CC=C(C=C1)F N-(N-benzoyl-L-p-fluorophenylalaninyl)-L-p-fluorophenylalaninol acetate